1-(3-hydroxy-2-(hydroxymethyl)propyl) 10-octyl decanedioate C(CCCCCCCCC(=O)OCCCCCCCC)(=O)OCC(CO)CO